NC1(N=NN=N1)N diamino-tetrazole